4-(2-Naphthyl)-5-phenyl-2-(2-thienylmethyl)imidazole Carbon [C].C1=C(C=CC2=CC=CC=C12)C=1N=C(NC1C1=CC=CC=C1)CC=1SC=CC1